12-fluoro-16-hydroxy-16-methyl-5-methylsulfinyl-2,4,6,10,21-pentazatetracyclo[15.3.1.02,10.03,8]henicosa-1(21),3,5,7,12,17,19-heptaen-9-one FC=1CN2C(C3=CN=C(N=C3N2C=2C=CC=C(C(CCC1)(C)O)N2)S(=O)C)=O